N-isobutyl-2-methylpropanamide C(C(C)C)NC(C(C)C)=O